N1=C(C=CC=C1C(=O)NN)C(=O)NN Pyridine-2,6-dicarboxylic acid dihydrazide